Isopropyl ((S)-(((2R,3S,5R)-5-(6-amino-2-fluoro-9H-purin-9-yl)-2-ethynyl-3-(((nonyloxy)carbonyl)oxy)tetrahydro-furan-2-yl)methoxy)(phenoxy)phosphoryl)-L-alaninate NC1=C2N=CN(C2=NC(=N1)F)[C@H]1C[C@@H]([C@@](O1)(C#C)CO[P@](=O)(OC1=CC=CC=C1)N[C@@H](C)C(=O)OC(C)C)OC(=O)OCCCCCCCCC